FC(C1=NN=C(O1)C=1C=CC(=NC1)CN1C(C2=CC=C(C=C2C(C1=O)(C)C)N1CCN(CC1)C(C)C)=O)F 2-((5-(5-(difluoromethyl)-1,3,4-oxadiazole-2-yl)pyridine-2-yl)methyl)-6-(4-isopropylpiperazine-1-yl)-4,4-dimethylisoquinoline-1,3(2H,4H)-dione